COC1CCC(CC1)CCNCCO 2-{2-[(1s,4S)-4-methoxycyclohexyl]ethylamino}-1-ethanol